3-Amino-4-(7-fluoro-1H-indazol-4-yl)-7-methyl-6-(2-pyridyl)-1H-1,5-naphthyridin-2-one NC=1C(NC2=CC(=C(N=C2C1C1=C2C=NNC2=C(C=C1)F)C1=NC=CC=C1)C)=O